tert-butyl ((2-(3-(3-((5-methyl-1H-1,2,3-triazol-1-yl)methyl)-oxetan-3-yl)phenyl)-3-oxo-7-(trifluoromethyl)isoindolin-5-yl)methyl)(1-methylcyclobutyl)-carbamate CC1=CN=NN1CC1(COC1)C=1C=C(C=CC1)N1CC2=C(C=C(C=C2C1=O)CN(C(OC(C)(C)C)=O)C1(CCC1)C)C(F)(F)F